FC(CC1CC(CC1)=O)(F)F 3-(2,2,2-trifluoroethyl)cyclopentan-1-one